(E)-4-(3-(3-nitrophenyl)acryloyl)-7-hydroxycoumarin [N+](=O)([O-])C=1C=C(C=CC1)/C=C/C(=O)C1=CC(OC2=CC(=CC=C12)O)=O